(S)-N-(8-methoxy-2-methylimidazo[1,2-a]pyrazin-6-yl)-2-(2-methoxyethyl)-4-(3-(methylamino)pyrrolidin-1-yl)-2H-indazole-7-carboxamide COC=1C=2N(C=C(N1)NC(=O)C1=CC=C(C3=CN(N=C13)CCOC)N1C[C@H](CC1)NC)C=C(N2)C